COC=1C(=CC2=CN(N=C2C1)C1CCNCC1)NC(=O)C1=NC(=CC=C1)C(F)(F)F N-[6-methoxy-2-(4-piperidinyl)indazol-5-yl]-6-(trifluoromethyl)pyridine-2-carboxamide